[Si](C)(C)(C(C)(C)C)OCC(OC=1C=2N(C=C(C1)C=1N=NN(C1C)C1(CCN(CC1)C(=O)OC(C)(C)C)C)N=CC2F)C2=NC=C(C=C2)F tert-Butyl 4-[4-[4-[2-[tert-butyl(dimethyl)silyl]oxy-1-(5-fluoro-2-pyridyl) ethoxy]-3-fluoro-pyrazolo[1,5-a]pyridin-6-yl]-5-methyl-triazol-1-yl]-4-methyl-piperidine-1-carboxylate